(R)-2-chloro-7-isopropyl-11-oxo-3-(2,2,2-trifluoroethoxy)-6,7-dihydro-11H-benzo[f]pyrido[1,2-d][1,4]oxazepine-10-carboxylic acid ClC=1C(=CC2=C(C=3N([C@@H](CO2)C(C)C)C=C(C(C3)=O)C(=O)O)C1)OCC(F)(F)F